CC=1C=C2C(C=C(OC2=C(C1)[C@@H](C)NC1=C(C(=O)O)C=CC=C1)C1=NN(C=C1)C)=O (R)-2-((1-(6-Methyl-2-(1-methyl-1H-pyrazol-3-yl)-4-oxo-4H-chromen-8-yl)ethyl)amino)benzoic acid